IC=1C=C(OC(=O)NC=2C=CC3=C(C(=CO3)C3=CCN4CCCCC4CC3)C2)C=CC1 5-(3-iodophenoxy)carbonylamino-3-(1-azabicyclo[5.4.0]undec-3-en-4-yl)-benzofuran